The molecule is a tricyclic sesquiterpene that is 1a,2,3,4,4a,5,6,7b-octahydro-1H-cyclopropa[e]azulene carrying four methyl substituents at positions 1, 1, 4 and 7. It has a role as a plant metabolite. It is a carbotricyclic compound, a sesquiterpene and a polycyclic olefin. It is an enantiomer of a (-)-alpha-gurjunene. C[C@H]1CC[C@H]2[C@H](C2(C)C)C3=C(CC[C@@H]13)C